[4-(trifluoromethoxy)phenyl]-6-oxa-2,9-diazaspiro[4.5]decan-9-yloxolan-2-one FC(OC1=CC=C(C=C1)C1(C(OCC1)=O)N1CCOC2(CCNC2)C1)(F)F